C(=O)(O)C1CC2=CC(=CC=C2CC1)OC1=CC2=CC=C(C=C2C=C1)F 2-carboxy-7-((6-fluoronaphthalen-2-yl)oxy)-1,2,3,4-tetrahydronaphthalen